CC1=C(C=2N(C=C1C=1NC3=CC=C(C=C3C1C(C)C)C1CCN(CC1)CC(=O)N(C)C)N=NN2)C 2-(4-(2-(7,8-dimethyltetrazolo[1,5-a]pyridin-6-yl)-3-isopropyl-1H-indol-5-yl)piperidin-1-yl)-N,N-dimethylacetamide